(R)-(+)-α-Allylalanine C[C@@](CC=C)(C(=O)O)N.O